4-(8-(difluoromethyl)-9-ethyl-2-(3-methoxy-4-phenyl-1H-pyrazol-1-yl)-9H-purin-6-yl)morpholine FC(C=1N(C2=NC(=NC(=C2N1)N1CCOCC1)N1N=C(C(=C1)C1=CC=CC=C1)OC)CC)F